C(C(C)C)N1CCC(CC1)N1CCC(CC1)C=1C=C(C2=C(NC(=N2)C2=CC=CC=3N=CSC32)C1)C 7-(6-(1'-isobutyl-[1,4'-bipiperidin]-4-yl)-4-methyl-1H-benzo[d]imidazol-2-yl)benzo[d]thiazole